FC(C=1C=C2CN(C(C2=CC1)COC)C(=O)OC(C)(C)C)F tert-butyl 5-(difluoromethyl)-1-(methoxymethyl)isoindoline-2-carboxylate